Methyl 2-(((2S,4S)-4-((2-((2,4-difluorophenoxy)methyl)pyrimidin-4-yl)oxy)-2-methylpiperidin-1-yl)methyl)-1-(2-(2,2,2-trifluoroethoxy)ethyl)-1H-benzo[d]imidazole-6-carboxylate FC1=C(OCC2=NC=CC(=N2)O[C@@H]2C[C@@H](N(CC2)CC2=NC3=C(N2CCOCC(F)(F)F)C=C(C=C3)C(=O)OC)C)C=CC(=C1)F